aminophosphoryl-choline NP(=O)=C(O)C[N+](C)(C)C